6-[4-[4-(aminomethyl)-3-(trifluoromethyl)pyrazol-1-yl]-8-(ethylamino)-6-fluoro-9H-pyrido[2,3-b]indol-3-yl]-1-ethyl-4-oxo-1,8-naphthyridine-3-carboxylic acid NCC=1C(=NN(C1)C1=C(C=NC=2NC3=C(C=C(C=C3C21)F)NCC)C=2C=C1C(C(=CN(C1=NC2)CC)C(=O)O)=O)C(F)(F)F